4'-cyclopropyl-4-((4-(1-cyclopropyl-4-trifluoromethyl-1H-imidazol-2-yl)cuban-1-yl)methoxy)-5,6'-dimethoxy-2,5'-bipyrimidine C1(CC1)C1=NC=NC(=C1C1=NC=C(C(=N1)OCC12C3C4C5(C3C1C5C24)C=2N(C=C(N2)C(F)(F)F)C2CC2)OC)OC